(3S,5R)-3-Amino-5-hydroxy-hexanoic acid N[C@H](CC(=O)O)C[C@@H](C)O